1,3,5-tris(2-hydroxyethyl)-hexahydro-s-triazine OCCN1CN(CN(C1)CCO)CCO